6-(6-chloro-4-{3,8-diazabicyclo[3.2.1]octan-3-yl}-8-fluoro-2-({1-[(piperidin-1-yl)methyl]cyclopropyl}methoxy)quinazolin-7-yl)-4-methyl-5-(trifluoromethyl)pyridin-2-amine ClC=1C=C2C(=NC(=NC2=C(C1C1=C(C(=CC(=N1)N)C)C(F)(F)F)F)OCC1(CC1)CN1CCCCC1)N1CC2CCC(C1)N2